BrC1=CC=C(C2=C1N=C(S2)S)F 4-bromo-7-fluorobenzo[d]thiazole-2-thiol